NCC1=CC(=C(C(=C1)C)NC(=O)C1=CC2=C(OCCC3=C2SC=C3)C=C1C=1C(=NC(=CC1)C(NC1=C(C(=CC=C1)Cl)F)=O)C(=O)OC)C methyl 3-(9-((4-(aminomethyl)-2,6-dimethylphenyl)carbamoyl)-4,5-dihydrobenzo[b]thieno[2,3-d]oxepin-8-yl)-6-((3-chloro-2-fluorophenyl)carbamoyl)picolinate